Methyl-(2R)-2-({7-[2-chloro-4-(trifluoromethyl)phenoxy]-2-naphthyl}oxy)-propanoate COC([C@@H](C)OC1=CC2=CC(=CC=C2C=C1)OC1=C(C=C(C=C1)C(F)(F)F)Cl)=O